(1R,5S,6r)-3-azabicyclo[3.1.0]hex-6-yl(cyclopropyl)methanone [C@H]12CNC[C@@H]2C1C(=O)C1CC1